N12CCCN=C2CCC1 1,5-Di-azabicyclo[4.3.0]non-5-en